2-((2-(((tert-butoxycarbonyl)(2-(6-methoxy-3-nitropyridin-2-yl)ethyl)amino)methyl)-4-fluorophenyl)amino)-5-fluoro-4-(trifluoromethyl)benzoic acid C(C)(C)(C)OC(=O)N(CCC1=NC(=CC=C1[N+](=O)[O-])OC)CC1=C(C=CC(=C1)F)NC1=C(C(=O)O)C=C(C(=C1)C(F)(F)F)F